C1(=CC=C(C=C1)CN1CCCCC1)C1=CC=CC=C1 1-([1,1'-biphenyl]-4-ylmethyl)piperidin